C(C)(C)(C)OC(=O)N1CCC(C2=CC=CC=C12)N 4-amino-3,4-dihydro-2H-quinoline-1-carboxylic acid tert-butyl ester